The molecule is an organic heterotetracyclic compound that is 1,3,4,4a,5,6,6a,12,12a,12b-decahydro-2H,11H-benzo[f]pyrano[4,3-b]chromen-11-one which is substituted by methyl groups at positions 4, 6a, and 12b; hydroxy groups at positions 3, 6, and 9; and a cyclopropycarbonyloxymethyl group and a cyclopropylcarbonyloxy group at positions 17 and 18 respectively, and a pyridin-3-yl group at position 14 (the (3S,4R,4aR,6S,6aS,12R,12aS,12bS stereoisomer). It is an insecticide that is effective against sucking insects on fruit, vegetables and nuts. It has a role as an insecticide, an agrochemical and a TRPV channel modulator. It is a cyclopropanecarboxylate ester, a member of pyridines, an organic heterotetracyclic compound and a secondary alcohol. C[C@]12CC[C@@H]([C@@]([C@@H]1C[C@@H]([C@@]3([C@@H]2[C@H](C4=C(O3)C=C(OC4=O)C5=CN=CC=C5)O)C)O)(C)COC(=O)C6CC6)OC(=O)C7CC7